ClC=1C(=NC(=NC1)NC1CCOCC1)C=1C=C2C(N(C(C2=CC1)CC(=O)OC)CC(=O)OC(C)(C)C)=O tert-butyl 2-(5-(5-chloro-2-((oxan-4-yl)amino)pyrimidin-4-yl)-1-(2-methoxy-2-oxoethyl)-3-oxoisoindolin-2-yl)acetate